2-(trifluoromethyl)pyrazolo[1,5-a]pyrimidine-3-carboxamide FC(C1=NN2C(N=CC=C2)=C1C(=O)N)(F)F